2'-((7H-pyrrolo[2,3-d]pyrimidin-4-yl)amino)spiro[cyclohexane-1,4'-thieno[2,3-c]pyrrol]-6'(5'H)-one N1=CN=C(C2=C1NC=C2)NC2=CC1=C(C(NC13CCCCC3)=O)S2